N-(2-(7-fluoro-4-methoxy-1H-indazol-3-yl)ethyl)-N-methylpropan-2-amine FC=1C=CC(=C2C(=NNC12)CCN(C(C)C)C)OC